C[Sn](C1=CC=C2C(=N1)N(N=C2)C)(C)C trimethyl-(1-methylpyrazolo[3,4-b]pyridin-6-yl)stannane